COC(C)COC(C)COC(C)COC tripropylene glycol di-methyl ether